C(C)(C)(C)N1N=C(C=C1C1[C@H]2CC(C[C@@H]12)N1CC2(CS(C2)(=O)=O)CC1)C(F)(F)F 6-((1R,3r,5S,6r)-6-(1-(tert-butyl)-3-(trifluoromethyl)-1H-pyrazol-5-yl)bicyclo[3.1.0]hexan-3-yl)-2-thia-6-azaspiro[3.4]octane 2,2-dioxide